ClC1=NC(=CC(=N1)C(=O)O)NC1CCC1 2-chloro-6-(cyclobutylamino)pyrimidine-4-carboxylic acid